methyl (S)-2-amino-3-(3-fluorophenyl)propanoate hydrochloride Cl.N[C@H](C(=O)OC)CC1=CC(=CC=C1)F